3-[(2-methylbutan-2-yl)amino]propane-1,2-diol CC(C)(CC)NCC(CO)O